((1s,4s,5s)-4-(4-(8-azido-2-methyloctan-2-yl)-2,6-dimethoxyphenyl)-6,6-dimethylbicyclo[3.1.1]hept-2-en-2-yl)methylamine N(=[N+]=[N-])CCCCCCC(C)(C)C1=CC(=C(C(=C1)OC)[C@H]1C=C([C@@H]2C([C@H]1C2)(C)C)CN)OC